2-((2-chloro-5-(1-(difluoromethyl)-1H-pyrazol-3-yl)pyridin-4-yl)amino)ethan-1-ol ClC1=NC=C(C(=C1)NCCO)C1=NN(C=C1)C(F)F